BrC1=CC2=C([C@H](CO2)O)C=C1 (3R)-6-bromo-2,3-dihydro-1-benzofuran-3-ol